(2S)-2-(4-chloro-2-[(2,2-2H2)propanoyl]phenoxy)propanoic acid ClC1=CC(=C(O[C@H](C(=O)O)C)C=C1)C(C(C)([2H])[2H])=O